NC1(CCN(CC1)C=1C2=C(N=CN1)NC=C2)C(=O)N[C@@H](CCN2CCN(CC2)C(=O)OCC2=CC=CC=C2)C2=CC=C(C=C2)Cl benzyl (S)-4-(3-(4-amino-1-(7H-pyrrolo[2,3-d]pyrimidin-4-yl)piperidine-4-carboxamido)-3-(4-chlorophenyl)propyl)piperazine-1-carboxylate